3-[3-(6-methoxy-1,3-benzothiazol-5-yl)-1H-pyrrolo[2,3-b]pyridin-6-yl]-1-[2-(piperazin-1-yl)ethyl]urea COC1=CC2=C(N=CS2)C=C1C1=CNC2=NC(=CC=C21)NC(NCCN2CCNCC2)=O